C(CCCCCCCCCCCCCCCCC)N1C(CC1)=O 1-octadecylazetidin-2-one